1-(2-bromo-6-fluorophenyl)-4-chloro-6-oxo-1,6-dihydropyridazine-3-carboxylic acid methyl ester COC(=O)C1=NN(C(C=C1Cl)=O)C1=C(C=CC=C1F)Br